((3-fluorooxetan-3-yl)methyl)-4-((2-fluorophenyl)ethynyl)benzamide FC1(COC1)CC1=C(C(=O)N)C=CC(=C1)C#CC1=C(C=CC=C1)F